tert-butyl (1-(5-ethyl-3,6-dimethoxypyridin-2-yl)propan-2-yl)carbamate C(C)C=1C=C(C(=NC1OC)CC(C)NC(OC(C)(C)C)=O)OC